tert-butyl ((3R,4R)-4-fluoro-1-(6-fluoro-1H-benzo[d]imidazol-2-yl)piperidin-3-yl)carbamate F[C@H]1[C@@H](CN(CC1)C1=NC2=C(N1)C=C(C=C2)F)NC(OC(C)(C)C)=O